C(C)(C)(C)C=1OC=C(N1)C(=O)NCC1=C(C=C(C=C1)C1=NC=NN2C1=CC(=C2)N2C[C@H](OCC2)C)C (R)-2-(tert-butyl)-N-(2-methyl-4-(6-(2-methylmorpholino)pyrrolo[2,1-f][1,2,4]triazin-4-yl)benzyl)oxazole-4-carboxamide